(3aR,7aS)-5-cyclopropyl-3-(7,8-dihydrofuro[3,2-e][1,3]benzothiazol-2-yl)octahydro-2H-imidazo[4,5-c]pyridin-2-one C1(CC1)N1C[C@@H]2[C@H](CC1)NC(N2C=2SC1=C(N2)C2=C(C=C1)OCC2)=O